(1S)-1-ethynyl-6-(3-methoxy-4-nitrobenzoyl)-6-azaspiro[2.5]octane C(#C)[C@H]1CC12CCN(CC2)C(C2=CC(=C(C=C2)[N+](=O)[O-])OC)=O